5-(tert-butyl)-N-(2-methyl-4-(4,4,5,5-tetramethyl-1,3,2-dioxaborolan-2-yl)benzyl)1,2,4-oxadiazole-3-carboxamide C(C)(C)(C)C1=NC(=NO1)C(=O)NCC1=C(C=C(C=C1)B1OC(C(O1)(C)C)(C)C)C